N1N=CC2=CC(=CC=C12)\C=C/1\C(N(C(=N1)SC)C)=O (5Z)-5-(1H-indazol-5-ylmethylene)-3-methyl-2-methylsulfanyl-imidazol-4-one